N-(4-methylphenyl)-N-(2-((4-fluorophenyl)amino)pyrimidin-4-yl)cyclopropane-1,1-dicarboxamide CC1=CC=C(C=C1)N(C(=O)C1(CC1)C(=O)N)C1=NC(=NC=C1)NC1=CC=C(C=C1)F